ClC1=C(C=C(C=C1)NC1=NC=NC2=CC(=C(C=C12)NS(=O)(=O)C1=C(C(=C(C(=C1F)F)C#N)F)F)O[C@@H]1COCC1)F (S)-N-(4-((4-chloro-3-fluorophenyl)amino)-7-((tetrahydrofuran-3-yl)oxy)quinazolin-6-yl)-4-cyano-2,3,5,6-tetrafluorobenzenesulfonamide